(R)-6-(2-hydroxy-2-(3-(trifluoromethyl)phenyl)acetyl)-2-(1-(4-(oxetan-3-ylethynyl)thiophen-2-yl)cyclopropyl)-3,5,6,7,8,9-hexahydro-4H-pyrimido[5,4-c]azepin-4-one O[C@@H](C(=O)N1CC2=C(CCC1)N=C(NC2=O)C2(CC2)C=2SC=C(C2)C#CC2COC2)C2=CC(=CC=C2)C(F)(F)F